C1(=CC=CC=C1)[Se]C(C(=O)C=1C=C(C=CC1)C)[Se]C1=CC=CC=C1 2,2-Bis(phenylselanyl)-1-(m-tolyl)ethan-1-one